4-(1,3-dimethylbenzoimidazolin-2-one-5-yl)-N2-[2-(4-methylpiperazino)pyridin-5-yl]-5-methylpyrimidine-2,4-diamine CN1C(N(C2=C1C=CC(=C2)C2(NC(=NC=C2C)NC=2C=CC(=NC2)N2CCN(CC2)C)N)C)=O